6-bromo-N,N,5-trimethyl-[1,2,4]triazolo[1,5-a]pyrimidin-7-amine BrC=1C(=NC=2N(C1N(C)C)N=CN2)C